Phospho-L-ascorbic acid P(=O)(O)(O)OC=1C(=O)O[C@@H](C1O)[C@@H](O)CO